2-chloro-N-(5-methoxy-2-propylphenyl)acetamide ClCC(=O)NC1=C(C=CC(=C1)OC)CCC